C(C1=CC=2OCOC2C=C1)OC(C(=C)C)=O piperonyl-methacrylate